3-(piperidin-4-ylamino)propyl 6-(5-(6-methylpyridin-2-yl)-1H-imidazol-4-yl)quinoline-3-carboxylate CC1=CC=CC(=N1)C1=C(N=CN1)C=1C=C2C=C(C=NC2=CC1)C(=O)OCCCNC1CCNCC1